ClC1=CC=NC2=CC(=CC=C12)C1=CC=C(C=C1)C1CCN(CC1)C(=O)OC(C)(C)C tert-butyl 4-(4-(4-chloroquinolin-7-yl)phenyl)piperidine-1-carboxylate